3-ethoxy-4-((2,6,10-trimethylundec-4,5,9-trien-2-yl)oxy)benzaldehyde C(C)OC=1C=C(C=O)C=CC1OC(C)(CC=C=C(CCC=C(C)C)C)C